N-(((9H-fluoren-9-yl)methoxy)carbonyl)-O-(2-hydroxyethyl)-L-serine C1=CC=CC=2C3=CC=CC=C3C(C12)COC(=O)N[C@@H](COCCO)C(=O)O